O1CCC2=C1C(=CC=C2)C(=O)O 2,3-Dihydrobenzofuran-7-carboxylic acid